4-bromo-6-methyl-2-(3-methyl-1H-1,2,4-triazol-5-yl)-1-((2-(trimethylsilyl)ethoxy)methyl)-1H-pyrrolo[2,3-c]pyridin-7(6H)-one BrC=1C2=C(C(N(C1)C)=O)N(C(=C2)C2=NC(=NN2)C)COCC[Si](C)(C)C